dimethylpiperidyl-propane CC(CC)(N1CCCCC1)C